CC=1C=NC=C(C1)C1=NOC(=N1)C(F)(F)F 3-methyl-5-[5-(trifluoromethyl)-1,2,4-oxadiazol-3-yl]Pyridine